ClC1=NN(C(C=2CC(CCC12)=C)=O)C 4-chloro-2-methyl-7-methylene-5,6,7,8-tetrahydrophthalazin-1(2H)-one